NC=1C2=C(N=CN1)N(C=C2C2=CC(=C(C=C2)NC(=O)NC2=CC(=C(C=C2)CN2CCN(CC2)C)C(F)(F)F)Cl)C2CC2 1-(4-(4-AMINO-7-CYCLOPROPYL-7H-PYRROLO[2,3-D]PYRIMIDIN-5-YL)-2-CHLOROPHENYL)-3-(4-((4-METHYLPIPERAZIN-1-YL)METHYL)-3-(TRIFLUOROMETHYL)PHENYL)UREA